ClC1=C(C(=CC=C1)Cl)C1=CC2=C(N=C(N=C2)NC=2N=NC(=CC2)OCCN2CCS(CC2)(=O)=NC)N(C1=O)C 6-(2,6-dichlorophenyl)-8-methyl-2-((6-(2-(1-(methylimino)-1-oxidothiomorpholino)ethoxy)pyridazin-3-yl)amino)pyrido[2,3-d]pyrimidin-7(8H)-one